N-hexyl-ammonium chloride [Cl-].C(CCCCC)[NH3+]